1-[4-(benzylamino)-1-(2-trimethylsilylethoxymethyl)pyrrolo[2,3-b]pyridin-6-yl]-2-methyl-indole-4-carboxamide C(C1=CC=CC=C1)NC1=C2C(=NC(=C1)N1C(=CC=3C(=CC=CC13)C(=O)N)C)N(C=C2)COCC[Si](C)(C)C